2-(4-methyl-3-{[(2Z)-3-{[2-(trimethylsilyl) ethoxy] methyl}-2,3-dihydro-1,3-benzothiazol-2-ylidene] amino}-5H,6H,7H-pyrrolo[2,3-c]pyridazin-7-yl)-1,3-thiazole-4-carboxylate CC=1C2=C(N=NC1\N=C\1/SC3=C(N1COCC[Si](C)(C)C)C=CC=C3)N(CC2)C=2SC=C(N2)C(=O)[O-]